7-(8-ethyl-7-fluoro-3-hydroxynaphthalen-1-yl)-2-(((S)-1-methylpyrrolidin-2-yl)methoxy-d2)-6-(trifluoromethyl)pyrido[3,4-d]Pyrimidin-8(7H)-one C(C)C=1C(=CC=C2C=C(C=C(C12)N1C(C=2N=C(N=CC2C=C1C(F)(F)F)OC([2H])([2H])[C@H]1N(CCC1)C)=O)O)F